OC1=C(C=CC=C1)C1=CC2=C(N=N1)NC=C2C2CCN(CC2)C(=O)OC(C)(C)C tert-butyl 4-[3-(2-hydroxyphenyl)-7H-pyrrolo[2,3-c]pyridazin-5-yl]piperidine-1-carboxylate